C1(=CC=CC=C1)S(=O)(=O)OC(C([2H])([2H])[2H])([2H])[2H] ethyl-d5 benzenesulfonate